8-Carboxybutyl-thioguanosine C(=O)(O)CCCCC=1N([C@H]2[C@H](S)[C@H](O)[C@@H](CO)O2)C=2N=C(NC(C2N1)=O)N